2-Methyl-1,5-Pentandiol CC(CO)CCCO